C(C)(=O)N1CC(C1)CNC(OC(C)(C)C)=O tert-Butyl ((1-acetylazetidin-3-yl)methyl)carbamate